2-chloro-5-methoxy-N-([4-[1-methyl-4-(trifluoromethyl)-1H-imidazol-2-yl]phenyl]methyl)pyrimidin-4-amine ClC1=NC=C(C(=N1)NCC1=CC=C(C=C1)C=1N(C=C(N1)C(F)(F)F)C)OC